COC1=C(C(=CC=C1)C)NNC(C(=O)OC)C(CC(=O)OC)=O dimethyl 2-(2-(2-methoxy-6-methylphenyl)hydrazino)-3-oxoglutarate